BrC=1C=C(C(N(C1)[C@H](C(=O)N[C@@H](CC(=O)OCC)C=1C=C(C=C(C1F)C(F)(F)F)C1=C(C=C(C=C1C)F)CCCCC=C)CC=C)=O)F Ethyl (S)-3-((S)-2-(5-bromo-3-fluoro-2-oxopyridin-1(2H)-yl)pent-4-enamido)-3-(4,4'-difluoro-2'-(hex-5-en-1-yl)-6'-methyl-5-(trifluoromethyl)-[1,1'-biphenyl]-3-yl)propanoate